N(=[N+]=[N-])[C@@H]1C[C@](C[C@@H]1F)(C(=O)[O-])CC1=CC(=C(C=C1)F)C1=NC=C(C=N1)F |o1:3,5,7| (1R*,3R*,4S*)-3-azido-4-fluoro-1-(4-fluoro-3-(5-fluoropyrimidin-2-yl)benzyl)cyclopentane-1-carboxylate